BrC=1C(=C(C=CC1)NC=1C2=C(N=C(N1)C(F)F)C=C(C=N2)CN2CC(C2)(F)F)Cl N-(3-bromo-2-chloro-phenyl)-7-[(3,3-difluoroazetidin-1-yl)methyl]-2-(difluoromethyl)pyrido[3,2-d]pyrimidin-4-amine